C(C)(C)(C)OC(=O)N1CCC2(CC2C(NC2=C(C=C(C=C2)C(=O)OC)NC[C@H]2OCC2)=O)CC1 1-((4-(methoxycarbonyl)-2-(((S)-oxetan-2-ylmethyl)amino)phenyl)carbamoyl)-6-azaspiro[2.5]octane-6-carboxylic acid tert-butyl ester